5-cyclopropylsulfonyl-N-[6-[(4,6-dichloro-3-pyridinyl)carbamoyl]spiro[3.3]heptane-2-yl]furan-2-carboxamide C1(CC1)S(=O)(=O)C1=CC=C(O1)C(=O)NC1CC2(C1)CC(C2)C(NC=2C=NC(=CC2Cl)Cl)=O